(S)-2-amino-5-(2-chloro-4-(2-(3,5-difluorophenyl)-2-hydroxyacetamido)phenyl)-N-(2,2,2-trifluoroethyl)nicotinamide NC1=C(C(=O)NCC(F)(F)F)C=C(C=N1)C1=C(C=C(C=C1)NC([C@@H](O)C1=CC(=CC(=C1)F)F)=O)Cl